N-((5-phenyl-1,3,4-thiadiazol-2-yl)methyl)prop-2-en-1-amine C1(=CC=CC=C1)C1=NN=C(S1)CNCC=C